ClC1=CC(=C(C(=C1)C(C)C)NC(=O)NS(=O)(=O)N1CCCCC1)C(C)C N-((4-Chloro-2,6-diisopropylphenyl)carbamoyl)-piperidin-1-sulfonamid